C1OC=2C=C(C=O)C=CC2O1 3,4-methylendioxybenzaldehyde